ClC=1C=C(C=NC1N1N=CC=N1)NC(=O)C=1C=NN(C1C(F)(F)F)C=1C=C(C=CC1)C N-(5-chloro-6-(2H-1,2,3-triazol-2-yl)pyridin-3-yl)-1-(m-tolyl)-5-(trifluoromethyl)-1H-pyrazole-4-carboxamide